2-phenyl-2-(4-(4-(5,6,7,8-tetrahydro-1,8-naphthyridin-2-yl)butyrylamino)piperidin-1-yl)acetic acid ethyl ester C(C)OC(C(N1CCC(CC1)NC(CCCC1=NC=2NCCCC2C=C1)=O)C1=CC=CC=C1)=O